[NH4+].C(#N)C1=CC(=C(COC2=NN(C=C2)C2CCN(CC2)CC2=NC=3C(=NC(=CC3)C(=O)[O-])N2C[C@H]2OCC2)C=C1)F (S)-2-((4-(3-((4-cyano-2-fluorobenzyl)oxy)-1H-pyrazol-1-yl)piperidin-1-yl)methyl)-3-(oxetan-2-ylmethyl)-3H-imidazo[4,5-b]pyridine-5-carboxylic acid, ammonium salt